O=C1NC(CCC1N1C(C2=CC=C(C=C2C1=O)NCCCCCCN1N=CC(=C1)C1=NC2=CC(=CC=C2N=C1)C1CCOCC1)=O)=O 2-(2,6-dioxopiperidin-3-yl)-5-((6-(4-(7-(tetrahydro-2H-pyran-4-yl)quinoxalin-2-yl)-1H-pyrazol-1-yl)hexyl)amino)isoindoline-1,3-dione